FC1([C@H](C2=C(C=CC(=C2C1)[C@H]1CC[C@@H](C=2C=C(C=C(C12)C#N)F)F)C=1N(N=CC1)C)O)F (5S,8R)-8-[(1S)-2,2-difluoro-1-hydroxy-7-(2-methylpyrazol-3-yl)-1,3-dihydroinden-4-yl]3,5-difluoro-5,6,7,8-tetrahydronaphthalene-1-carbonitrile